4-(5-(6-chloro-1H-indazol-4-yl)-1,1-dimethylhexahydropyrrolo[3,4-c]pyrrol-2(1H)-ylsulfonyl)benzonitrile ClC1=CC(=C2C=NNC2=C1)N1CC2C(C1)CN(C2(C)C)S(=O)(=O)C2=CC=C(C#N)C=C2